3-(difluoromethyl)-1,4-diphenyl-1H-pyrazole FC(C1=NN(C=C1C1=CC=CC=C1)C1=CC=CC=C1)F